C1#COOOOOCCCCCCCCC1 pentoxacyclohexadecyne